((1-(4-methylbenzyl)-1H-1,2,3-triazol-4-yl)methyl)cinnamamide CC1=CC=C(CN2N=NC(=C2)CC(C(=O)N)=CC2=CC=CC=C2)C=C1